9,11-tetradecadien-1-yl acetate ((E,E)-9,11-tetradecadien-1-yl acetate) C(CCCCCCC\C=C\C=C\CC)CC(=O)O.C(C)(=O)OCCCCCCCCC=CC=CCC